2,2,2-trifluoro-1-[6-(trifluoromethyl)-3,4-dihydroisoquinolin-2(1H)-yl]ethane FC(CN1CC2=CC=C(C=C2CC1)C(F)(F)F)(F)F